CC(C(=O)OCC(COC(C(C)(C1=CC(=C(C(=C1)C(C)(C)C)O)C(C)(C)C)C)=O)(COC(C(C)(C1=CC(=C(C(=C1)C(C)(C)C)O)C(C)(C)C)C)=O)COC(C(C)(C1=CC(=C(C(=C1)C(C)(C)C)O)C(C)(C)C)C)=O)(C)C1=CC(=C(C(=C1)C(C)(C)C)O)C(C)(C)C pentaerythritol tetrakis[methyl-(3,5-di-tert-butyl-4-hydroxyphenyl) propionate]